NC1=C(C=C(C(=N1)F)C1=CC=C(C=C1)S(=O)(=O)N(CC)CC)C=1C=C2CCNC(C2=CC1)=O 4-(6-amino-2-fluoro-5-(1-oxo-1,2,3,4-tetrahydroisoquinolin-6-yl)pyridin-3-yl)-N,N-diethylbenzenesulfonamide